CC(C)CC(=O)C1=C(C(=C(C(C1=O)(CC=C(C)C)CC=C(C)C)O)CC=C(C)C)O The molecule is a beta-bitter acid in which the acyl group is specified as 3-methylbutanoyl. It has a role as an antimicrobial agent, an apoptosis inducer, an angiogenesis inhibitor and an antineoplastic agent. It is a conjugate acid of a lupulone(1-).